cyclopropyl-[5-[4-(4-fluoropyrazolo[1,5-a]pyridin-2-yl)-1,4,6,7-tetrahydroimidazo[4,5-c]pyridin-5-yl]pyrazin-2-yl]methanone C1(CC1)C(=O)C1=NC=C(N=C1)N1C(C2=C(CC1)NC=N2)C2=NN1C(C(=CC=C1)F)=C2